CC=1C(=C2C=CN(C2=CC1)S(=O)(=O)C1=CC=CC=C1)[N+](=O)[O-] 5-methyl-4-nitro-1-(benzenesulfonyl)-1H-indole